C(C)(C)(C)OC(=O)\N=C\1/N(C=CN1C)CC=1C=C2C([C@H](COC2=C(C1)C1=C(C=C(C=C1)F)C)CC=1C=CC(=C(OCC(=O)OC)C1)F)=O Methyl (S,Z)-2-(5-((6-((2-((tert-butoxycarbonyl)imino)-3-methyl-2,3-dihydro-1H-imidazole-1-yl)methyl)-8-(4-fluoro-2-methylphenyl)-4-oxochroman-3-yl)methyl)-2-fluorophenoxy)acetate